7-(6-amino-4-methyl-3-(trifluoromethyl)pyridin-2-yl)-2-(((2R,7aS)-2-fluorohexahydro-1H-pyrrolizin-7a-yl)methoxy)-6-methyl-5,6,7,8-tetrahydroquinazolin NC1=CC(=C(C(=N1)C1C(CC=2C=NC(=NC2C1)OC[C@]12CCCN2C[C@@H](C1)F)C)C(F)(F)F)C